O-methyl-N,N'-dicyclohexyl-isourea COC(NC1CCCCC1)=NC1CCCCC1